ClC1=C(C=C(OCC(=O)NC(=O)C23CC(C2)(C3)C=3OC(=NN3)C3CC(C3)C#N)C=C1)F 2-(4-chloro-3-fluoro-phenoxy)-N-[1-[5-(3-cyanocyclobutyl)-1,3,4-oxadiazol-2-yl]-3-bicyclo[1.1.1]pentanoyl]acetamide